ethyl 7-cyclobutyl-2,8-dimethoxyquinoline-3-carboxylate C1(CCC1)C1=CC=C2C=C(C(=NC2=C1OC)OC)C(=O)OCC